FC1=CC=C(C(=O)C2=C(C=CC(=C2)Cl)C2(C(C=CC=C2)C2=CC=C(C=C2)C)C#C)C=C1 1-(2'-p-fluorobenzoyl-4-chlorophenyl)-2-(4'-methylphenyl)phenylacetylene